6,8-difluoroisochroman-4-one FC=1C=C2C(COCC2=C(C1)F)=O